2-Chloroethyl(trimethoxysilane) ClCC[Si](OC)(OC)OC